C1(=CC=CC=C1)C1=C(O)C=CC(=C1)C(C)(C)C1=CC=C(C=C1)O phenylbisphenol-A